The molecule is a 2-hydroxy fatty acid anion that is the conjugate base of 2-hydroxyerucic acid, obtained by deprotonation of the carboxy group; major species at pH 7.3. It is a 2-hydroxy fatty acid anion, a long-chain fatty acid anion and a monounsaturated fatty acid anion. It derives from an erucate. It is a conjugate base of a 2-hydroxyerucic acid. CCCCCCCC/C=C\\CCCCCCCCCCC(C(=O)[O-])O